N-[5-propyl-6-(p-tolyl)-2-pyridyl]benzenesulfonamide C(CC)C=1C=CC(=NC1C1=CC=C(C=C1)C)NS(=O)(=O)C1=CC=CC=C1